ClC=1N=C(C2=C(N1)CCS2(=O)=O)OC2=NC=1C=CC3=C(C1N=C2)C2=C(S3)C(N[C@@H](CN2)C)=O (R)-3-((2-chloro-5,5-dioxido-6,7-dihydrothieno[3,2-d]pyrimidin-4-yl)oxy)-10-methyl-9,10,11,12-tetrahydro-8H-[1,4]diazepino[5',6':4,5]thieno[3,2-f]quinoxalin-8-one